N[C@H]1C(CNCC1)(F)F (4R)-4-amino-3,3-difluoropiperidin